CN(C1CCC(CC1)NC1=NC=2N(C(C(=NC2C=N1)C=1C=CC(=NC1)NS(=O)(=O)CCC(C)(F)F)=O)C(C)C)C N-[5-[2-[[4-(dimethyl-amino)cyclohexyl]-amino]-8-isopropyl-7-oxo-pteridin-6-yl]-2-pyridyl]-3,3-difluoro-butane-1-sulfonamide